C(C=C)(=O)N1CC(CCC1)CNC1=CC(=NC=C1C(=O)N)NC1=CC=CC=C1 4-(((1-Acryloylpiperidin-3-yl)methyl)amino)-6-(phenylamino)nicotinamide